FC1=CC=C(C=C1)C1N(CCC1)C1=CC2=C(NC=N2)C=C1 5-(2-(4-Fluorophenyl)pyrrolidin-1-yl)-1H-benzo[d]imidazol